BrC=1C=C2C(=CN1)NN=C2N 5-bromo-1H-pyrazolo[3,4-c]Pyridin-3-amine